4-chloro-2,5,6-trimethyl-pyrimidine ClC1=NC(=NC(=C1C)C)C